C1(=CC=CC=C1)C1=NN(C=C1C1=CC=C(C=C1)S(N)(=O)=O)C=1SC=C(N1)C(=O)O 2-(3-phenyl-4-(4-sulfamoylphenyl)-1H-pyrazol-1-yl)thiazole-4-carboxylic acid